N[C@H]1CN(C[C@@H](C1)F)C(=O)C1=CC2=C(C(=C(O2)C=2N(C3=CC(=CC=C3C2)C2=CC=3N(C=C2)C(=NN3)C)CC3CC3)C)C=C1 ((3R,5R)-3-Amino-5-fluoropiperidin-1-yl)(2-(1-(cyclopropylmethyl)-6-(3-methyl-[1,2,4]triazolo[4,3-a]pyridin-7-yl)-1H-indol-2-yl)-3-methylbenzofuran-6-yl)methanone